C(C)N(C([S-])=S)CC.[K+] potassium N,N-diethyldithiocarbamate